C(CCC(=O)O)(=O)O.C1(C=CC2=CC=CC=C12)N cis-indenamine succinate